Racemic-7-(3,5-bis(trifluoromethyl)phenyl)-6-oxa-4-azaspiro[2.4]heptan-5-one FC(C=1C=C(C=C(C1)C(F)(F)F)[C@H]1OC(NC12CC2)=O)(F)F |r|